N2-(3-morpholinophenyl)-2,4-pyrimidinediamine O1CCN(CC1)C=1C=C(C=CC1)NC1=NC=CC(=N1)N